5'-fluoro-2'-(4-methoxybenzyl)-6'-vinyl-2',3'-dihydro-1'H-spiro[cyclopropane-1,4'-isoquinolin]-1'-one FC1=C2C3(CN(C(C2=CC=C1C=C)=O)CC1=CC=C(C=C1)OC)CC3